[O-]S(=O)(=O)C(F)(F)F.C(=C)C1=CC=C(C[N+](C)(C)C)C=C1 4-vinylbenzyltrimethylammonium triflate